4-nitrobenzyl ((8-amino-1,4-dioxaspiro[4.5]decan-8-yl)methyl)carbamate NC1(CCC2(OCCO2)CC1)CNC(OCC1=CC=C(C=C1)[N+](=O)[O-])=O